tert-Butyl(chloro)diphenyl-silane C(C)(C)(C)[Si](C1=CC=CC=C1)(C1=CC=CC=C1)Cl